[N+](=O)([O-])C=1C=C(C=CC1)C=CC(=O)N1C(C=CCC1)=O 1-(3-(3-nitrophenyl)acryloyl)-5,6-dihydropyridine-2(1H)-one